1-ethyl-1-methyl-3-phenyl-propanol C(C)C(CCC1=CC=CC=C1)(O)C